α-naphthylacetic acid C1=CC=C2C(=C1)C=CC=C2CC(=O)O